C12CCCC(CCC1)[NH+]2[O-] 9-azabicyclo[3.3.1]nonane-N-oxide